tert-butyl 4-[8-methyl-2-[4-(4-methylpiperazin-1-yl) anilino]-7-oxo-pyrido[2,3-d]pyrimidin-6-yl]-4,7-diazaspiro[2.5]octane-7-carboxylate CN1C(C(=CC2=C1N=C(N=C2)NC2=CC=C(C=C2)N2CCN(CC2)C)N2C1(CC1)CN(CC2)C(=O)OC(C)(C)C)=O